(R)-4'-chloro-5-methyl-3,4,5,6-tetrahydro-[1,1'-biphenyl] ClC1=CC=C(C=C1)C1=CCC[C@H](C1)C